FC=1C(=NC(=NC1)N[C@@H]1CC[C@H](CC1)C(=O)OC)C1=CC(=NC=C1)N1C(OCCC1)=O trans-methyl 4-((5-fluoro-4-(2-(2-oxo-1,3-oxazinan-3-yl)pyridin-4-yl)pyrimidin-2-yl)amino)cyclohexane-1-carboxylate